ClC=1C(=CC(=NC1)NC1CCC(CC1)(F)F)C=1C=C2N(C[C@@H](N(C2=O)CC2=C(C=CC(=C2)F)CO)COC)C1 (R)-7-(5-chloro-2-((4,4-difluorocyclohexyl)amino)pyridine-4-yl)-2-(5-fluoro-2-(hydroxymethyl)benzyl)-3-(methoxymethyl)-3,4-dihydropyrrolo[1,2-a]pyrazine-1(2H)-one